ClC1=NC(=C2C(=N1)N(N=C2C=2C=NC=CC2)C)NCC2=CC=C(C=C2)S(=O)(=O)N 4-((6-Chloro-1-methyl-3-(3-pyridyl)-1H-pyrazolo[3,4-d]pyrimidin-4-yl)aminomethyl)benzenesulfonamide